C1(=CC=CC=C1)C1=C(C2(C3=CC4=CC=CC=C4C3=C1)C=CC=C1C3=CC=CC=C3C=C12)N (phenylspirobifluorenyl)amine